FC=1C=C(C=CC1F)CNC(=O)C=1C(=NC(=CC1C)N1[C@@H](COCC1)C)SCC N-[(3,4-Difluoro-phenyl)-methyl]-2-ethylsulfanyl-4-methyl-6-[(3R)-3-methyl-morpholin-4-yl]-pyridine-3-carboxylic acid amide